N-(4-(benzo[d]thiazol-2-yl)phenyl)-5-methylpicolinamide S1C(=NC2=C1C=CC=C2)C2=CC=C(C=C2)NC(C2=NC=C(C=C2)C)=O